nitrotoluene-boronate [N+](=O)([O-])C(C1=CC=CC=C1)B([O-])[O-]